ClC=1C=CC(N(C1)C1=NNC=C1NC(=O)C=1C=NN2C1N=CC=C2)=O N-(3-(5-chloro-2-oxopyridin-1(2H)-yl)-1H-pyrazol-4-yl)pyrazolo[1,5-a]pyrimidine-3-carboxamide